(4R,7S)-1-oxa-6-azaspiro[3.5]nonane O1CC[C@]12CNCCC2